BrCC1=CC=C(C=C1)C=1C(=CC=CC1)C(=O)OC(C)(C)C tert-butyl 4'-(bromomethyl)-[1,1'-biphenyl]-2-carboxylate